(R) or (S)-4-(2-hydroxypropan-2-yl)-N'-((3,5,6,7-tetrahydro-2H-indeno[5,6-b]furan-8-yl)carbamoyl)thiazole-2-sulfonimidamide OC(C)(C)C=1N=C(SC1)[S@@](=O)(N)=NC(NC1=C2CCCC2=CC2=C1OCC2)=O |o1:9|